C(=O)(O)C1=CC(=NC=C1)C1=NC=CC=C1 4-carboxy-2,2'-bipyridine